2-(6-(6-((6-methoxypyridin-3-yl)methyl)-3,6-diazabicyclo[3.1.1]heptan-3-yl)pyridin-3-yl)-6-methyl-N-(5-methyl-1H-pyrazol-3-yl)pyrimidin-4-amine COC1=CC=C(C=N1)CN1C2CN(CC1C2)C2=CC=C(C=N2)C2=NC(=CC(=N2)NC2=NNC(=C2)C)C